COC1=C(C2=C(C(=NO2)C)C=C1)S(=O)(=O)N 6-methoxy-3-methylbenzo[d]isoxazole-7-sulfonamide